adipic acid di(2-ethyl hexyl) ester C(C)C(COC(CCCCC(=O)OCC(CCCC)CC)=O)CCCC